chloro-1-isopropyl-1H-pyrrolo[3,2-b]pyridine-7-carboxylic acid methyl ester COC(=O)C1=C2C(=NC=C1)C=C(N2C(C)C)Cl